IC=1C=C(CC2=CCCCC2=O)C=CC1 2-(3-Iodobenzyl)-3-Oxocyclohex-1-En